5-CYANOPYRIDIN-2-YL-2-BORONIC ACID B(C1=NC=C(C=C1)C#N)(O)O